[N+](=O)([O-])C=1C=C(C=CC1N1C=CC=C1)O 3-nitro-4-(1H-pyrrol-1-yl)phenol